FC=1C=C(C=CC1OC)C1=CN=C2N1C=CN=C2NC2=CC(=C(C(=O)NCC1(CNCC1)O)C=C2)C 4-[[3-(3-fluoro-4-methoxy-phenyl)imidazo[1,2-a]pyrazin-8-yl]amino]-N-[(3-hydroxypyrrolidin-3-yl)methyl]-2-methyl-benzamide